(naphthalen-1-ylsulfonyl)-5-nitrobenzamide C1(=CC=CC2=CC=CC=C12)S(=O)(=O)C1=C(C(=O)N)C=C(C=C1)[N+](=O)[O-]